CC1=C(C=CC=C1C)NC(=S)N N-(2,3-dimethylphenyl)thiourea